BrC=1C=C2C(=NC1)OC(=N2)C2=CC(=CC=C2)C 6-bromo-2-(3-methylphenyl)-[1,3]oxazolo[5,4-b]pyridine